4,5-diphenyl-2-imidazolethiol C1(=CC=CC=C1)C=1N=C(NC1C1=CC=CC=C1)S